C1(NCCC2=CC=CC=C12)[Si](OCC)(OCC)OCC 1,2,3,4-tetrahydroisoquinolinyltriethoxysilane